(R)-4-(hexahydropyrazino[2,1-c][1,4]oxazin-8(1H)-yl)-N-(1-methylcyclopropyl)-9H-pyrimido[4,5-b]indole-7-sulfonamide C1OCCN2[C@@H]1CN(CC2)C2=NC=NC=1NC3=CC(=CC=C3C12)S(=O)(=O)NC1(CC1)C